5-(2,4-difluorophenyl)-1,6-dimethyl-4-oxo-1,4-dihydropyridine-3-carboxylic acid FC1=C(C=CC(=C1)F)C=1C(C(=CN(C1C)C)C(=O)O)=O